FC1=CC(=C(C=C1)C1=C(N=C(C=2N1N=CC2)C=2C=C1CCN(CC1=CC2)C(=O)OC(C)(C)C)C=2C=NN(C2)C2CN(C2)CC=C)OC tert-butyl 6-[7-(4-fluoro-2-methoxy-phenyl)-6-[1-(1-prop-2-enylazetidin-3-yl) pyrazol-4-yl] pyrazolo[1,5-a]pyrazin-4-yl]-3,4-dihydro-1H-isoquinoline-2-carboxylate